2,6-Dichloro-N-(4-methoxy-2-nitrophenyl)pyrimidin-4-amine ClC1=NC(=CC(=N1)NC1=C(C=C(C=C1)OC)[N+](=O)[O-])Cl